BrC1(CC=C(C(=C1)C1=C(C=CC=C1)[N+](=O)[O-])[N+](=O)[O-])Br 5,5-dibromo-2,2'-dinitrobiphenyl